CSC1=NC=CC(=N1)C1=CC=2C(NCCC2N1)=O 2-[2-(methylsulfanyl)pyrimidin-4-yl]-1H,5H,6H,7H-pyrrolo[3,2-c]Pyridin-4-one